rel-(S)-4'-cyclopropyl-6'-methoxy-5-methyl-4-((4-(4-(trifluoromethyl)-1-(1,1,1-trifluoropropan-2-yl)-1H-imidazol-2-yl)benzyl)oxy)-2,5'-bipyrimidine C1(CC1)C1=NC=NC(=C1C1=NC=C(C(=N1)OCC1=CC=C(C=C1)C=1N(C=C(N1)C(F)(F)F)[C@H](C(F)(F)F)C)C)OC |o1:32|